COC(C1=CC(=C(C=C1)C1=CC(=NC=C1)NC(=O)C1CC1)[N+](=O)[O-])=O 4-(2-(Cyclopropanecarboxamido)pyridin-4-yl)-3-nitrobenzoic acid methyl ester